C(C)(=O)C=1C=CC(=C(C(=O)N[C@H](C)C2=CC=CC3=CC=CC=C23)C1)C (R)-5-Acetyl-2-methyl-N-(1-(naphthalen-1-yl)ethyl)benzamide